[C@H]12CN(C[C@H](CC1)N2)C=2C1=C(N=C(N2)OC([2H])([2H])C2(CC2)C([2H])([2H])N2CCOCC2)C(=C(N=C1)C1=CC(=CC2=CC=C(C(=C12)CC)F)O)F 4-(4-((1R,5S)-3,8-Diazabicyclo[3.2.1]octan-3-yl)-8-fluoro-2-((1-(morpholinomethyl-d2)cyclopropyl)methoxy-d2)pyrido[4,3-d]pyrimidin-7-yl)-5-ethyl-6-fluoronaphthalen-2-ol